(S)-1-(difluoromethyl)-4-fluoro-N'-((2,4,5,6-tetrahydro-1H-cyclobuta[f]inden-3-yl)carbamoyl)-1H-pyrazole-3-sulfonimidamide FC(N1N=C(C(=C1)F)[S@](=O)(N)=NC(NC1=C2C(=CC=3CCCC13)CC2)=O)F